(2S,3R)-1-(4-(3-(4H-1,2,4-triazol-4-yl)phenyl)-7,7-difluoro-6,7-dihydro-5H-cyclopenta[d]pyrimidin-2-yl)-2-methylazetidin-3-ol N=1N=CN(C1)C=1C=C(C=CC1)C=1C2=C(N=C(N1)N1[C@H]([C@@H](C1)O)C)C(CC2)(F)F